[3-bromo-2-chloro-6-(trifluoromethoxy)phenyl]methanol BrC=1C(=C(C(=CC1)OC(F)(F)F)CO)Cl